7-amino-5-(3-aminopiperazin-1-yl)-2,3-dihydro-1,4-benzodioxine NC=1C=C(C2=C(OCCO2)C1)N1CC(NCC1)N